C(C)(=O)N[C@@]1([C@H]([C@H]2[C@H](CN(C2)C(=O)OC(C)(C)C)C1)CC=C)C(NC(C)(C)C)=O tert-butyl (3aR,4S,5S,6aR)-5-acetamido-4-allyl-5-(tert-butylcarbamoyl)hexahydrocyclopenta[c]pyrrole-2(1H)-carboxylate